C(C=C)N1CCN(CC1)C1CCN(CC1)C1=C(C=C(C(=C1)OC)NC1=NC=NC(=C1)N1OCC[C@@H]1C1=C(C=CC(=C1)F)F)NC(C=C)=O N-(2-(4-(4-allylpiperazine-1-yl)piperidine-1-yl)-5-((6-((R)-3-(2,5-difluorophenyl)-isoxazolidine-2-yl)pyrimidine-4-yl)amino)-4-methoxyphenyl)acrylamide